C(#N)C1=CC=C(CNC(=O)C2=NN(C=3C(N(CCC32)CC3(CC3)S(=O)(=O)N3C[C@@H](CC3)O)=O)C)C=C1 (R)-N-(4-Cyanobenzyl)-6-((1-((3-hydroxypyrrolidin-1-yl)sulfonyl)cyclopropyl)methyl)-1-methyl-7-oxo-4,5,6,7-tetrahydro-1H-pyrazolo[3,4-c]pyridine-3-carboxamide